(5-(4-bromo-6-cyclopropyl-1-((2-(trimethylsilyl)ethoxy)methyl)-1H-benzo[d]imidazol-2-yl)-1-((2-(trimethylsilyl)ethoxy)methyl)-1H-pyrrol-3-yl)(2-(trifluoromethyl)pyridin-3-yl)methanone BrC1=CC(=CC=2N(C(=NC21)C2=CC(=CN2COCC[Si](C)(C)C)C(=O)C=2C(=NC=CC2)C(F)(F)F)COCC[Si](C)(C)C)C2CC2